BrC=1C(=NC2=CC=CC=C2C1)[C@H](CC1=CC(=CC(=C1)F)F)NC(OC(C)(C)C)=O tert-butyl (S)-(1-(3-bromoquinolin-2-yl)-2-(3,5-difluorophenyl)ethyl)carbamate